N-[5-fluoro-4-(2-methyl-1H-indol-3-yl)thiazol-2-yl]-2-(imidazo[2,1-b]thiazol-6-yl)acetamide TERT-BUTYL-3-(4-AMINO-3-IODO-1H-PYRAZOLO[3,4-D]PYRIMIDIN-1-YL)AZETIDINE-1-CARBOXYLATE C(C)(C)(C)OC(=O)N1CC(C1)N1N=C(C=2C1=NC=NC2N)I.FC2=C(N=C(S2)NC(CC=2N=C1SC=CN1C2)=O)C2=C(NC1=CC=CC=C21)C